Cl.FC(F)(F)C1=NC2=CC=CC=C2C(=N1)N (trifluoromethyl)quinazolin-4-amine hydrochloride